ClC1=C(C=C2C(=C(N(C2=C1F)C)C1=NC(=NN1)N1C[C@H](CC1)O)N1C=NC=C1)OC (S)-1-(5-(6-chloro-7-fluoro-3-(1H-imidazol-1-yl)-5-methoxy-1-methyl-1H-indol-2-yl)-1H-1,2,4-triazol-3-yl)pyrrolidin-3-ol